4-{cyclopropyl[(4-methoxyphenyl)methyl]amino}-2-methanesulfonylpyrazolo[1,5-a][1,3,5]triazine-8-carbonitrile C1(CC1)N(C1=NC(=NC=2N1N=CC2C#N)S(=O)(=O)C)CC2=CC=C(C=C2)OC